1,3-bis(2-methylphenyl)-3,4,5,6-tetrahydropyrimidin-1-ium platinum [Pt+2].CC1=C(C=CC=C1)[N+]1=CN(CCC1)C1=C(C=CC=C1)C